7,7-dimethyl-7,12-dihydrobenzofuro[3,2-g]indeno[1,2-b]indole CC1(C2=CC=CC=C2C=2NC=3C4=C(C=CC3C21)C2=C(O4)C=CC=C2)C